[I-].[I-].CC1=C(C(=C(C1(C)[Zr+2]C1C(=CC2=C(C=C(C=C12)C)C)C)C)C)C (pentamethylcyclopentadienyl)(2,4,6-trimethylindenyl)zirconium diiodide